C(CCCC)OC(=O)C=1C2=C(OC1C)C1=CC=CC=C1C(=C2)NS(=O)(=O)C2=C(C=C(C(=C2)C)C)C 2-methyl-5-(2,4,5-trimethylphenylsulfonamido)naphtho[1,2-b]furan-3-carboxylic acid pentyl ester